[N+](=O)([O-])C=1C=NN(C1)CCOCC(F)(F)F 4-nitro-1-(2-(2,2,2-trifluoroethoxy)ethyl)-1H-pyrazole